tert-butyl ((1R,2S,4S)-2-((tert-butyldimethylsilyl)oxy)-4-(methoxy(methyl) carbamoyl) cyclohexyl)carbamate [Si](C)(C)(C(C)(C)C)O[C@@H]1[C@@H](CC[C@@H](C1)C(N(C)OC)=O)NC(OC(C)(C)C)=O